COC(=O)N1CC(C1)C1=NOC(=N1)C1=C(C(=C(C(=C1)F)C)NC(=O)C1=CN=C2N1C=CC(=C2)N2CCNCC2)F 3-(5-(2,5-Difluoro-4-methyl-3-(7-(piperazin-1-yl)imidazo[1,2-a]pyridine-3-carboxamido)phenyl)-1,2,4-oxadiazol-3-yl)azetidine-1-carboxylic acid methyl ester